tert-butyl N-(2-fluoro-3-methyl-4,5,6,7-tetrahydrobenzothiophen-5-yl)-N-methyl-carbamate FC=1SC2=C(C1C)CC(CC2)N(C(OC(C)(C)C)=O)C